SC1CCN(CC1)C(=O)OCCCC butyl 4-sulfanylpiperidine-1-carboxylate